FC1=C(C=C(C=C1)C(O)C1=NC=CN=C1C)C1=NC=NC2=CC(=CC(=C12)F)N1CCOCC1 [4-Fluoro-3-(5-fluoro-7-morpholin-4-yl-quinazolin-4-yl)-phenyl]-(3-methyl-pyrazin-2-yl)-methanol